BrC1=C(C(=O)NC1=O)Br di-bromomaleimide